methyl ((2-(3'-(5-(chloromethyl)-7-cyanobenzo[d]oxazol-2-yl)-2,2'-dimethyl-[1,1'-biphenyl]-3-yl)-6-(difluoromethoxy)benzo[d]oxazol-5-yl)methyl)-L-prolinate ClCC=1C=C(C2=C(N=C(O2)C=2C(=C(C=CC2)C2=C(C(=CC=C2)C=2OC3=C(N2)C=C(C(=C3)OC(F)F)CN3[C@@H](CCC3)C(=O)OC)C)C)C1)C#N